C(C)(C)(C)OC(=O)N1C=CC2=C(C(=CC(=C12)C)C)CN1[C@@H](CC2(CC(C2)(F)F)CC1)C=1C=NC(=CC1)C(=O)OC (S)-4-((2,2-difluoro-6-(6-(methoxycarbonyl)pyridin-3-yl)-7-azaspiro[3.5]non-7-yl)methyl)-5,7-dimethyl-1H-indole-1-carboxylic acid tert-butyl ester